5'-(3-((tert-butyl-dimethylsilyl)oxy)prop-1-en-2-yl)-3-fluoro-5-methoxy-6-propoxy-2,3'-bipyridine [Si](C)(C)(C(C)(C)C)OCC(=C)C=1C=C(C=NC1)C1=NC(=C(C=C1F)OC)OCCC